CC1(C=2C=CC(=CC2CCC1)NC1CCC(CC1)N)C 1-N-(5,5-dimethyl-5,6,7,8-tetrahydronaphthalen-2-yl)cyclohexane-1,4-diamine